C(=O)O.ClC=1C(=CC(=C(C1)S(=O)(=O)NC1=NC(=CC=C1)F)F)C1CC(CC1)(OC)CN(C)C 5-chloro-4-(3-((dimethylamino)methyl)-3-methoxycyclopentyl)-2-fluoro-N-(6-fluoropyridin-2-yl)benzenesulfonamide formic acid salt